C(#N)C=1N=C(N(C1/N=C/N(C)C)C1=C(C(=CC=C1C)OCOCC[Si](C)(C)C)C)C(=O)OC1=CC=CC=C1 phenyl (E)-4-cyano-1-(2,6-dimethyl-3-((2-(trimethylsilyl)ethoxy)methoxy)phenyl)-5-(((dimethylamino)methylene)amino)-1H-imidazole-2-carboxylate